C(C)(C)OC=1C=CC(=NC1)OC1C[C@@H](N(C[C@@H]1C)C1=CC(N(C=2C=CC(=NC12)C#N)C)=O)C 8-((2S,5S)-4-((5-isopropoxypyridin-2-yl)oxy)-2,5-dimethylpiperidin-1-yl)-5-methyl-6-oxo-5,6-dihydro-1,5-naphthyridine-2-carbonitrile